methyl 6-oxo-7-oxa-2,5-diazaspiro[3.4]octane-2-carboxylate O=C1NC2(CN(C2)C(=O)OC)CO1